Cl.C(CC1=CC=CC=C1)N1C(NC2(C1=O)CCN(CC2)C2=NC=CC=N2)=O 3-Phenethyl-8-(pyrimidin-2-yl)-1,3,8-triazaspiro[4.5]decane-2,4-dione hydrochloride